5-(2-fluoro-4-(pyrimidin-2-ylmethoxy)phenyl)-4-(2-methoxyethoxy)-N-(4-((4-methylpiperazin-1-yl)methyl)phenyl)-7H-pyrrolo[2,3-d]pyrimidin-2-amine FC1=C(C=CC(=C1)OCC1=NC=CC=N1)C1=CNC=2N=C(N=C(C21)OCCOC)NC2=CC=C(C=C2)CN2CCN(CC2)C